6,7-dichloro-3-iodo-1H-indole-2-carboxylate ClC1=CC=C2C(=C(NC2=C1Cl)C(=O)[O-])I